C(C)(=O)C1=C(C2=C(N=C(N=C2)NC2=CC=C(C=N2)[C@@H]2N(CCC(C2)(F)CC=2C=C(C=CC2)C2C(NC(CC2)=O)=O)C2CCNCC2)N(C1=O)C1CCCC1)C 3-(3-((r-(6-((6-acetyl-8-cyclopentyl-5-methyl-7-oxo-7,8-dihydropyrido[2,3-d]-pyrimidin-2-yl)amino)pyridin-3-yl)-4-fluoro-[1,4'-bipiperidin]-4-yl)methyl)phenyl)piperidine-2,6-dione